(5S,10R)-1-(9H-fluoren-9-yl)-5,10-dimethyl-3,6-dioxo-2,9-dioxa-4,7-diazadodecane-12-oic acid C1=CC=CC=2C3=CC=CC=C3C(C12)COC(N[C@H](C(NCO[C@@H](CC(=O)O)C)=O)C)=O